N,N'-di-[4-(o-toluenesulfonyloxy)phenyl]urea CC=1C(=CC=CC1)S(=O)(=O)OC1=CC=C(C=C1)NC(=O)NC1=CC=C(C=C1)OS(=O)(=O)C=1C(C)=CC=CC1